BrC1=CC=C2C(=CNC2=C1)S(=O)(=O)NC1=NC=C(C(=N1)OC)CC(F)F 6-bromo-N-[5-(2,2-difluoroethyl)-4-methoxy-pyrimidin-2-yl]-1H-indole-3-sulfonamide